Lithium pyrrolidinoborohydride Lithium dimethylaminoborohydride Lithium morpholinoborohydride O1CCN(CC1)[BH3-].[Li+].CN(C)[BH3-].[Li+].N1(CCCC1)[BH3-].[Li+]